N[C@@H](COCC=C)C1=CC=C(C#N)C=C1 4-[(1R)-1-amino-2-(prop-2-en-1-yloxy)ethyl]benzonitrile